COC1=CC=C(CNC2=NC=CC3=CC=NC=C23)C=C1 (4-methoxybenzylamino)-2,7-naphthyridin